Bromopyridone BrC=1C(NC=CC1)=O